CC1=NN2C([C@@H](N(C3=CC=CC=C23)C)C)=N1 (S)-2,4,5-trimethyl-4,5-dihydro-[1,2,4]triazolo[1,5-a]quinoxalin